BrC=1C(=NC(=NC1)NCCCl)NC1=C(C(=CC=C1C)OC)C 5-bromo-N2-(2-chloroethyl)-N4-(3-methoxy-2,6-dimethylphenyl)pyrimidine-2,4-diamine